CC1(OB(OC1(C)C)N1N=CC=C1)C (4,4,5,5-tetramethyl-1,3,2-dioxaborolan-2-yl)-1H-pyrazole